C1C(CC1(C(=O)O)N)[18F] anti-1-amino-3-[18F]fluorocyclobutane-1-carboxylic acid